CO[C@@H]1[C@H](CCCC1)OC=1C=C2CN(C(C2=CC1)=O)C1C(NC(CC1)=O)=O 3-(5-(((1S,2S)-2-methoxycyclohexyl)oxy)-1-oxoisoindolin-2-yl)piperidine-2,6-dione